(S)-7-((S)-5-Chloro-6-fluoro-2-(phenyl-d5)-2-((S)-pyrrolidin-2-yl)-2,3-dihydrobenzofuran-4-yl)-6-fluoro-2-methyl-2,4-dihydrochromeno[3,4-c]pyrazole-8-carboxamide ClC=1C(=CC2=C(C[C@@](O2)([C@H]2NCCC2)C2=C(C(=C(C(=C2[2H])[2H])[2H])[2H])[2H])C1C=1C(=CC2=C(C1F)OCC1=NN(C=C12)C)C(=O)N)F